2-amino-3-methyl-2-(1-methylethyl)-1-butanol NC(CO)(C(C)C)C(C)C